COC1=C(C=C(C=C1)CCC)C1=NOC(=C1)CN1CCN(CC1)C(=O)OC(C)(C)C tert-butyl 4-((3-(2-methoxy-5-propylphenyl)isoxazole-5-yl)methyl)piperazine-1-carboxylate